C[Si](CCOCN1C=CC2=NC=C(C=C21)N)(C)C 1-{[2-(trimethylsilyl)ethoxy]Methyl}pyrrolo[3,2-b]Pyridin-6-amine